CC1=NC=CC=C1NC1=NC=CC(=N1)[Sn](CCCC)(CCCC)CCCC N-(2-methylpyridin-3-yl)-4-(tributylstannyl)pyrimidin-2-amine